2,3,4,6-tetra-O-acetyl-α-D-glucopyranosyl chloride CC(=O)OC[C@@H]1[C@H]([C@@H]([C@H]([C@H](O1)Cl)OC(=O)C)OC(=O)C)OC(=O)C